3-{3-[(1E)-2-ethoxyethenyl]phenyl}propanoic acid C(C)O/C=C/C=1C=C(C=CC1)CCC(=O)O